FC1=C(C=CC(=C1)B1OC(C(O1)(C)C)(C)C)N1CCC(CC1)N(C)C 1-(2-fluoro-4-(4,4,5,5-tetramethyl-1,3,2-dioxaborolan-2-yl)phenyl)-N,N-dimethylpiperidin-4-amine